tert-butyl (E)-(4-(7-bromo-2-(1-ethyl-3-methyl-1H-pyrazole-5-carboxamido)-1H-benzo[d]imidazol-1-yl)but-2-en-1-yl)carbamate BrC1=CC=CC2=C1N(C(=N2)NC(=O)C2=CC(=NN2CC)C)C/C=C/CNC(OC(C)(C)C)=O